7-Chloropyrido[4,3-d]pyrimidin-4-ol ClC1=CC=2N=CN=C(C2C=N1)O